propyl format C(=O)OCCC